taxane C[C@@H]1CCC[C@@]2([C@@H]1C[C@@H]3CC[C@H]([C@@H](C3(C)C)CC2)C)C